C[C@]12CC3(CC(C[C@@](C1)(C3)C)C2)C(C(=O)N)CC(N2CCCCC2)=O ((1r,3R,5S,7r)-3,5-dimethyladamantan-1-yl)-4-oxo-4-(piperidin-1-yl)butanamide